19-iodo-4,6,8,10,12,14,16-heptamethylnonadecyl ethoxymethyl ether C(C)OCOCCCC(CC(CC(CC(CC(CC(CC(CCCI)C)C)C)C)C)C)C